(furan-2-ylmethyl)-6-methyl-2-(4-methylpiperazin-1-yl)pyrido[3,4-d]pyrimidin-4-amine O1C(=CC=C1)CC1=C(N=CC=2N=C(N=C(C21)N)N2CCN(CC2)C)C